FC(OCN1CCC1)F ((difluoromethoxy)methyl)azetidine